5-isopropoxy-1H-pyrazolo[3,4-c]pyridine C(C)(C)OC=1C=C2C(=CN1)NN=C2